FC1=C(C(=CC(=C1)S(=O)(=O)N1C[C@H](CC1)F)F)C1=NC2=CC(=CC=C2C(=C1F)C)C(=O)O 2-{2,6-difluoro-4-[(3S)-3-fluoropyrrolidine-1-sulfonyl]phenyl}-3-fluoro-4-methylquinoline-7-carboxylic acid